2-(3-cyanophenyl)-3-(2,6-dimethyl-4-pyridinyl)-N-[(3r,4r)-4-hydroxy-1-methyl-pyrrolidin-3-yl]pyrazolo[1,5-a]pyrimidine-5-carboxamide C(#N)C=1C=C(C=CC1)C1=NN2C(N=C(C=C2)C(=O)N[C@@H]2CN(C[C@H]2O)C)=C1C1=CC(=NC(=C1)C)C